CN1N=C(N=C1)C=1C=C(C=CC1)NC(=O)C=1C=NN2C1N=C(C=C2)NC2=CC(=CC=C2)C2CCN(CC2)C N-(3-(1-methyl-1H-1,2,4-triazol-3-yl)phenyl)-5-((3-(1-methylpiperidin-4-yl)phenyl)amino)pyrazolo[1,5-a]pyrimidine-3-carboxamide